C(=O)(O)[C@H](CC(=O)C1=CC2=C(S1)C(=C(C(=C2Cl)OCCCOC2=C(C(=C1CN(CC1=C2)C(C[C@@H](C(=O)O)C)=O)F)OC)O)Cl)C (S)-4-(6-(3-((2-((S)-3-carboxybutanoyl)-4,7-dichloro-6-hydroxybenzo[b]thiophen-5-yl)oxy)propoxy)-4-fluoro-5-methoxyisoindolin-2-yl)-2-methyl-4-oxobutanoic acid